2-(5-bromo-3-ethylsulfonyl-2-pyridyl)-1,3-benzoxazol-5-yl-1-ethylimino-oxo-(trifluoromethyl)-λ6-sulfane BrC=1C=C(C(=NC1)C=1OC2=C(N1)C=C(C=C2)S(=NCC)(C(F)(F)F)=O)S(=O)(=O)CC